C(C)(=O)OC1[C@H]([C@H](O[C@H]1OC(C)=O)COC(C1=CC=CC=C1)=O)CCOCC1=CC=CC=C1 benzoic acid [(2S,3S,5S)-4,5-diacetoxy-3-(2-benzyloxy ethyl) tetrahydrofuran-2-yl]Methyl ester